NC=1SC(=NN1)C1=CC=C(C=C1)F 2-amino-5-(4-fluorophenyl)-1,3,4-thiadiazole